CC1CC(C1)C 1,3-dimethylcyclobutane